5-(4-{4-amino-3-[4-(difluoromethanesulfonamido)-3-[(1S)-1-(4-fluorophenyl)ethoxy]phenyl]-1-methyl-1H-pyrazolo[4,3-c]pyridin-7-yl}-1H-pyrazol-1-yl)-1-methylpiperidine-2-carboxylic acid NC1=NC=C(C2=C1C(=NN2C)C2=CC(=C(C=C2)NS(=O)(=O)C(F)F)O[C@@H](C)C2=CC=C(C=C2)F)C=2C=NN(C2)C2CCC(N(C2)C)C(=O)O